spiro(cyclopropane-1,3'-pyrrolo[3,2-b]pyridin)-2'(1'H)-one N1C(C2(C3=NC=CC=C31)CC2)=O